calcium sodium pentanate C(CCCC)(=O)[O-].[Na+].[Ca+2].C(CCCC)(=O)[O-].C(CCCC)(=O)[O-]